FC=1C=C(C=CC1F)[C@H](C)NC(=O)C1(CC1)C(=O)N[C@H](C)C1=CC=C(C=C1)Br Cyclopropane-1,1-dicarboxylic acid [(R)-1-(4-bromo-phenyl)-ethyl]-amide [(S)-1-(3,4-difluoro-phenyl)-ethyl]-amide